C(C)(C)(C)OC(=O)N1CCN(CC1)C1=CC=C(C=C1)C=1C=C2C(N(CC2=C(C1)F)[C@@H](C(=O)OCC)C1=C2N(C=N1)CCC2)=O |r| 4-[4-[7-Fluoro-3-oxo-2-[(1RS)-1-(6,7-dihydro-5H-pyrrolo[1,2-c]imidazol-1-yl)-2-ethoxy-2-oxo-ethyl]isoindolin-5-yl]phenyl]piperazine-1-carboxylic acid tert-butyl ester